N-[2-[3-[(R or S)-[1-[(4aR,8aS)-3-Oxo-4,4a,5,7,8,8a-hexahydropyrido[4,3-b][1,4]oxazine-6-carbonyl]-4-piperidyl]-phenyl-methyl]phenoxy]ethyl]-3-[2-(2-aminoethoxy)ethoxy]propanamide O=C1N[C@H]2[C@@H](OC1)CCN(C2)C(=O)N2CCC(CC2)[C@@H](C=2C=C(OCCNC(CCOCCOCCN)=O)C=CC2)C2=CC=CC=C2 |o1:19|